BrC=1C=NN(C1)CC1CCN(CC1)C(=O)OC(C)(C)C tert-butyl 4-[(4-bromopyrazol-1-yl)methyl]piperidine-1-carboxylate